4-(6-((tert-butyldimethylsilyl)oxy)-1H-indazol-3-yl)-6-(furan-2-yl)pyrimidin-2-amine [Si](C)(C)(C(C)(C)C)OC1=CC=C2C(=NNC2=C1)C1=NC(=NC(=C1)C=1OC=CC1)N